N=S1(CC=CC2=CC=C(C=C12)B1OC(C(O1)(C)C)(C)C)=O 1-imino-7-(4,4,5,5-tetramethyl-1,3,2-dioxaborolan-2-yl)-1lambda4-Thiochromene 1-oxide